2-[5-chloro-2-methyl-6-(1-methylcyclopropyl)-3-pyridyl]-4-oxo-1H-1,6-naphthyridine-5-carboxamide ClC=1C=C(C(=NC1C1(CC1)C)C)C=1NC=2C=CN=C(C2C(C1)=O)C(=O)N